6-acetyl-2-((5-chloropyridin-2-yl)methyl)-3-(3,4-difluorophenyl)-3-((1-(hydroxy(2H2)methyl)cyclopropyl)(2H2)methoxy)isoindolin-1-one C(C)(=O)C1=CC=C2C(N(C(C2=C1)=O)CC1=NC=C(C=C1)Cl)(OC([2H])([2H])C1(CC1)C([2H])([2H])O)C1=CC(=C(C=C1)F)F